O1C(=CC=C1)C1=NC=CC(=C1[N+](=O)[O-])C1=CC=CC=C1 2-(furan-2-yl)-3-nitro-4-phenylpyridine